[NH4+].C(CCCCCCCC)(=O)[O-] nonanoic acid ammonium salt